Ethyl 4-((5-oxo-5,6,7,8-tetrahydroquinolin-2-yl)oxy)butanoate O=C1C=2C=CC(=NC2CCC1)OCCCC(=O)OCC